FC(CCC(C=C)NC(OC(C)(C)C)=O)(F)F tert-butyl (6,6,6-trifluorohex-1-en-3-yl)carbamate